P(=O)(OCCOC(C(=C)C)=O)([O-])[O-] 2-methacryloyloxyethyl phosphate